NC=1C(NC2=C(C(=CN=C2C1C1=C2C=NNC2=C(C=C1)F)SC)C)=O 3-Amino-4-(7-fluoro-1H-indazol-4-yl)-8-methyl-7-methylsulfanyl-1H-1,5-naphthyridin-2-one